3-[(4S)-4-[2-[5-[(6,7-difluoro-4-methylsulfonyl-1H-indol-5-yl)oxy]-2-fluoro-phenyl]-1-methyl-imidazol-4-yl]-4-methyl-chroman-8-yl]propanoic acid FC1=C(C(=C2C=CNC2=C1F)S(=O)(=O)C)OC=1C=CC(=C(C1)C=1N(C=C(N1)[C@]1(CCOC2=C(C=CC=C12)CCC(=O)O)C)C)F